FC(C1(CC1)C1=NNC(=N1)C1=CC=C(C=C1)C1CN(C1)C(=O)OC(C)(C)C)(F)F tert-Butyl 3-[4-[3-[1-(trifluoromethyl)cyclopropyl]-1H-1,2,4-triazol-5-yl]phenyl]azetidine-1-carboxylate